CN1CCN(CC1)C1=CC=C(C=C1)SC=1C=C(C(=CC1)N)N 4-((4-(4-methylpiperazin-1-yl)phenyl)thio)benzene-1,2-diamine